ClC1=CC=2C(=NN(N2)C2=C(C(=CC(=C2)C=C)C(C)(C)C)O)C=C1 2-(5-chloro-2H-benzotriazole-2-yl)-6-(2-methyl-2-propyl)-4-vinyl-phenol